2-({[4-(difluoromethoxy)phenyl]carbamoyl}amino)-2-ethylbutanoic acid FC(OC1=CC=C(C=C1)NC(=O)NC(C(=O)O)(CC)CC)F